FC(C=1OC(=NN1)C1=CC(=C(C=C1)CN1N=NC(=C1)C1(COCC1)F)F)F 2-(difluoromethyl)-5-(3-fluoro-4-((4-(3-fluorotetrahydrofurane-3-yl)-1H-1,2,3-triazol-1-yl)methyl)phenyl)-1,3,4-oxadiazole